5-acetylthio-7-oxabicyclo(2.2.1)heptane-2,3-dicarboxylic anhydride C(C)(=O)SC1C2C3C(C(C1)O2)C(=O)OC3=O